[Br-].[Br-].[Br-].[Ce+3] cerium tribromide